C(C)(C)(C)C1C=2N(CCCN1C(=O)OCCC1=C(C=CC=C1)NC1=CC=C(C=C1)C1=CC=CC=C1)N=C(C2F)C(N(C)C)=O 2-(2-([1,1'-biphenyl]-4-ylamino)phenyl)ethan-1-ol tert-butyl-2-(dimethylcarbamoyl)-3-fluoro-4,6,7,8-tetrahydropyrazolo[1,5-a][1,4]diazepine-5-carboxylate